C(C)N1[C@@H]([C@H](CCC1)C1=CC=2C(=NC=CC2NC=2C(=CC3=C(N=CS3)C2F)F)S1)C N-(2-((2R,3S)-1-ethyl-2-methylpiperidin-3-yl)thieno[2,3-b]pyridin-4-yl)-4,6-difluorobenzo[d]thiazol-5-amine